C(#N)NC1CN(C1)C(=O)NC=1SC(=CN1)C1CCCCC1 3-(cyanoamino)-N-(5-cyclohexyl-1,3-thiazol-2-yl)azetidine-1-carboxamide